ClC1=C2C=C(NC2=CC=C1F)C(=O)N1CCN(CC1)C(COC)=O 1-[4-(4-chloro-5-fluoro-1H-indole-2-carbonyl)piperazin-1-yl]-2-methoxy-ethanone